Cl.C1NCC12CC(C2)C(=O)O 2-azaspiro[3.3]heptane-6-carboxylic acid hydrochloride